1-phenylhex-2-yne-1-one-O-methyl oxime CON=C(C#CCCC)C1=CC=CC=C1